(2R)-4,4-Difluoro-2-(4-fluorophenyl)-N-{4-[7-(pyridin-2-yl)-5H-pyrrolo[3,2-d]pyrimidin-6-yl]pyridin-2-yl}butanamid FC(C[C@@H](C(=O)NC1=NC=CC(=C1)C1=C(C=2N=CN=CC2N1)C1=NC=CC=C1)C1=CC=C(C=C1)F)F